2-(2-bromo-5-carboxyphenoxy)ethylammonium BrC1=C(OCC[NH3+])C=C(C=C1)C(=O)O